CYCLOPENT-2-ENE-1-CARBOXYLATE C1(C=CCC1)C(=O)[O-]